4-((1S,3R)-3-(but-2-ynamido)cyclohexyl)-3-chloro-5-fluoro-2-methyl-1H-indole-7-carboxamide C(C#CC)(=O)N[C@H]1C[C@H](CCC1)C1=C2C(=C(NC2=C(C=C1F)C(=O)N)C)Cl